(3R,4R,5S)-4-acetylamino-3-(pent-3-yloxy)-5-(((3-phenylisoxazol-5-yl)methyl)amino)cyclohex-1-ene-1-carboxylic acid C(C)(=O)N[C@H]1[C@@H](C=C(C[C@@H]1NCC1=CC(=NO1)C1=CC=CC=C1)C(=O)O)OC(CC)CC